(9Z,12Z)-octadeca-9,12-dien-1-yl 6-acrylamidohexanoate ((9Z,12Z)-octadeca-9,12-dien-1-yl 6-acrylamidohexanoate) C(CCCCCCC\C=C/C\C=C/CCCCC)C(C(=O)O)CCCCNC(C=C)=O.C(C=C)(=O)NCCCCCC(=O)OCCCCCCCC\C=C/C\C=C/CCCCC